(S)-(1-benzylpyrrolidin-2-yl)methanol C(C1=CC=CC=C1)N1[C@@H](CCC1)CO